10-phenanthrol C1=CC=CC=2C3=CC=CC=C3C=C(C12)O